1-(aminomethyl)-5-((2S,3R,4S,5R)-3,4-dihydroxy-5-(hydroxymethyl)tetrahydrofuran-2-yl)pyridine NCN1CC=CC(=C1)[C@@H]1O[C@@H]([C@H]([C@H]1O)O)CO